7-(6-chloropyridin-3-yl)-N-(6-fluoro-1H-indazol-5-yl)-5-methyl-2-(trifluoromethyl)-4,7-dihydropyrazolo[1,5-a]pyrimidine-6-carboxamide ClC1=CC=C(C=N1)C1C(=C(NC=2N1N=C(C2)C(F)(F)F)C)C(=O)NC=2C=C1C=NNC1=CC2F